C(C)(C)(C)OC(=O)N1C[C@H]([C@@H](C1)C=1C=NC=CC1)C(=O)O (3S,4R)-1-(tert-butoxycarbonyl)-4-(pyridin-3-yl)pyrrolidine-3-carboxylic acid